5-bromo-2-hydroxy-N,3-dimethylbenzamide BrC=1C=C(C(=C(C(=O)NC)C1)O)C